NCCOCCOCCOCC(COCC(=O)OC(C)(C)C)(C)COCCOCCOCCN tert-butyl 1-amino-11-((2-(2-(2-aminoethoxy)ethoxy)ethoxy)methyl)-11-methyl-3,6,9,13-tetraoxapentadecan-15-oate